tert-butyl 6-[3-(1-hydroxycyclopropyl)-1H-pyrazol-5-yl]-2-azaspiro[3.3]heptane-2-carboxylate OC1(CC1)C1=NNC(=C1)C1CC2(CN(C2)C(=O)OC(C)(C)C)C1